6-acetyl-2-[[5-[1-[4-(chloromethyl)phenyl]-4-piperidyl]-2-pyridyl]amino]-8-cyclopentyl-5-methyl-pyrido[2,3-d]pyrimidin-7-one C(C)(=O)C1=C(C2=C(N=C(N=C2)NC2=NC=C(C=C2)C2CCN(CC2)C2=CC=C(C=C2)CCl)N(C1=O)C1CCCC1)C